CN1C(C2=C(SC(=C2)C2=NC=C(C(=N2)NC2=NC=C(C=C2)C2CCN(CC2)C)C(F)(F)F)C2(CCC2)C1)=O 5-Methyl-2-[4-[[5-(1-methylpiperidin-4-yl)pyridin-2-yl]amino]-5-(trifluoromethyl)pyrimidin-2-yl]spiro[6H-thieno[3,2-c]pyridine-7,1'-cyclobutane]-4-one